5,6-bis(tert-butoxycarbonyl)bicyclo[2.2.1]-2-heptene C(C)(C)(C)OC(=O)C1C2C=CC(C1C(=O)OC(C)(C)C)C2